1-methyl-3-(4-(trifluoromethyl)phenyl)azetidin-3-ol CN1CC(C1)(O)C1=CC=C(C=C1)C(F)(F)F